CN(CC(C(CC)(OC)C=1C=C(C=CC1)O)C)C 3-(1-(dimethylamino)-3-methoxy-2-methylpentan-3-yl)phenol